CC1(COC(OC1)C=1C=2N(C(=C(C1)C(=O)OC)NC1=C(C=C(C=C1)I)F)C=NC2)C Methyl 8-(5,5-dimethyl-1,3-dioxan-2-yl)-5-(2-fluoro-4-iodoanilino)imidazo[1,5-a]pyridine-6-carboxylate